tert-butyl 3-(5-bromothiazol-2-yl)-3,6-diazabicyclo[3.1.1]heptane-6-carboxylate BrC1=CN=C(S1)N1CC2N(C(C1)C2)C(=O)OC(C)(C)C